7-oxo-4-thia-1-azabicyclo[3.2.0]Heptane-2-carboxylic acid trihydrate O.O.O.O=C1CC2SCC(N12)C(=O)O